NC1=C(C#N)C=CC(=C1)F 2-amino-4-fluorobenzonitrile